benzyl (1-(4-(5-fluoropentyl)-2,5-dimethoxyphenyl)propan-2-yl)carbamate FCCCCCC1=CC(=C(C=C1OC)CC(C)NC(OCC1=CC=CC=C1)=O)OC